5-(2-Fluoro-6-methylphenyl)-3-(2-(methyl-d3)-1,2,3,4-tetrahydroisochinolin-7-yl)-1H-pyrazolo[4,3-c]pyridazin-6(5H)-on FC1=C(C(=CC=C1)C)N1N=C2C(=CC1=O)NN=C2C2=CC=C1CCN(CC1=C2)C([2H])([2H])[2H]